NC1CCC(CC1)C(=O)NCCCN1C=2N(C3=CC=C(C=C3C1=O)F)C(NN2)=S 4-amino-N-(3-(7-fluoro-5-oxo-1-thioxo-1,2-dihydro-[1,2,4]triazolo[4,3-a]quinazolin-4(5H)-yl)propyl)cyclohexane-1-carboxamide